(S)-2-(5-Fluoropyridin-2-yl)-6-(methyl-d3)-3-(3-methyl-1H-pyrazolo[3,4-b]pyridin-4-yl)-6-(trifluoromethyl)-6,7-dihydro-4H-pyrazolo[5,1-c][1,4]oxazine FC=1C=CC(=NC1)C1=NN2C(CO[C@@](C2)(C(F)(F)F)C([2H])([2H])[2H])=C1C1=C2C(=NC=C1)NN=C2C